tert-Butyl (R)-(4,5-dihydrobenzo[b]tetrazolo[1,5-d][1,4]thiazepin-4-yl)carbamate N1=NN=C2N1C1=C(SC[C@@H]2NC(OC(C)(C)C)=O)C=CC=C1